[I-].CN1C(C(C2=CC=C3C(=C12)C=CC=C3)(C)C)C 1,2,3,3-tetramethylbenzindole iodide salt